C(C)(C)(C)N1N=C(C=C1NC=1C(=NC=CC1)C)[C@@H]1C[C@@H](CC1)O[Si](C)(C)C(C)(C)C N-(1-(tert-butyl)-3-((1s,3r)-3-((tert-butyldimethylsilyl)oxy)cyclopentyl)-1H-pyrazol-5-yl)-2-methylpyridin-3-amine